3-cyclopropyl-N-(1,3-diazinan-2-ylidene)-4-({2-[(3-methylbutyl)carbamoyl]phenyl}amino)benzamide C1(CC1)C=1C=C(C(=O)N=C2NCCCN2)C=CC1NC1=C(C=CC=C1)C(NCCC(C)C)=O